(R)-(4-((1-(3-(difluoromethyl)-2-fluorophenyl)ethyl)amino)-7-(isopropylamino)-2-methyl-Quinazolin-6-yl)dimethylphosphine oxide FC(C=1C(=C(C=CC1)[C@@H](C)NC1=NC(=NC2=CC(=C(C=C12)P(C)(C)=O)NC(C)C)C)F)F